(2-amino-5-bromo-3-methyl-phenyl)ethanone methyl-6-(p-toluenesulfonyloxy)-2-naphthoate COC(=O)C1=CC2=CC=C(C=C2C=C1)OS(=O)(=O)C1=CC=C(C)C=C1.NC1=C(C=C(C=C1C)Br)C(C)=O